OCCCC1CCN(CC1)C=1C=C(C=CC1)C1C(NC(CC1)=O)=O 3-[3-[4-(3-hydroxypropyl)-1-piperidinyl]phenyl]piperidine-2,6-dione